(R)-3-(4-cyanophenethyl)-1-(2-(pyridin-2-yl)propan-2-yl)pyrrolidine-3-sulfonamide C(#N)C1=CC=C(CC[C@@]2(CN(CC2)C(C)(C)C2=NC=CC=C2)S(=O)(=O)N)C=C1